FC=1C=C(OC2=NC(=NN2C(C)C)NC2[C@H]3CN(C[C@@H]2CC3)C(=O)OC(C)(C)C)C=CC1 tert-butyl (1R,5S,8s)-8-{[5-(3-fluorophenoxy)-1-(propan-2-yl)-1H-1,2,4-triazol-3-yl]amino}-3-azabicyclo[3.2.1]octane-3-carboxylate